(S)-2-((4-(2-(5-Chloropyridin-2-yl)-2-methylbenzo[d][1,3]dioxol-4-yl)piperidin-1-yl)methyl)-4-(2-methoxyethoxy)-1-(thiazol-5-ylmethyl)-1H-benzo[d]imidazole-6-carboxylic acid ClC=1C=CC(=NC1)[C@@]1(OC2=C(O1)C=CC=C2C2CCN(CC2)CC2=NC1=C(N2CC2=CN=CS2)C=C(C=C1OCCOC)C(=O)O)C